3,4,5-Tris(phenylsulfanyl)pyridine-2,6-dicarbonitrile C1(=CC=CC=C1)SC=1C(=NC(=C(C1SC1=CC=CC=C1)SC1=CC=CC=C1)C#N)C#N